ClC=1C(=CC2=C(C=C(C(O2)C(F)(F)F)C(=O)O)C1)C(C)(C)C 6-chloro-7-(1,1-dimethylethyl)-2-trifluoromethyl-2H-1-benzopyran-3-carboxylic acid